1-(3-chlorophenyl)-3-(4-hydroxyphenyl)urea ClC=1C=C(C=CC1)NC(=O)NC1=CC=C(C=C1)O